benzyl-triethyl-amine C(C1=CC=CC=C1)CCN(CC)CC